BrC1=CC=C(C=C1)C=1OC2=C(C(C1)=O)C=CC=1N=C(N(C12)C)C(F)(F)F 8-(4-bromophenyl)-1-methyl-2-(trifluoromethyl)chromeno[7,8-d]imidazol-6(1H)-one